5,6-dichloro-2-[[5,6-dichloro-1-ethyl-3-(4-sulfobutyl)benzimidazol-2-ylidene]propenyl]-1-ethyl-3-(4-sulfobutyl)benzimidazole ClC1=CC2=C(N(C(N2CCCCS(=O)(=O)O)C=CC=C2N(C3=C(N2CC)C=C(C(=C3)Cl)Cl)CCCCS(=O)(=O)O)CC)C=C1Cl